CC1=CC=C(C=C1)C(C)C 1-methyl-4-(1-methylethyl)-benzene